5-(2-chloro-5-(isobutyrylaminomethyl)benzoylamino)-1-isopropyl-N-(4-(trifluoromethoxy)phenyl)-1H-indole-2-carboxamide ClC1=C(C(=O)NC=2C=C3C=C(N(C3=CC2)C(C)C)C(=O)NC2=CC=C(C=C2)OC(F)(F)F)C=C(C=C1)CNC(C(C)C)=O